O1C(=CC=C1)C=O (furan-2-yl)methanone